(R)-benzyl 2-(((benzyloxy)carbonyl)amino)-3-(3-fluoro-5-(1-methoxycyclopentyl)benzamido)propanoate C(C1=CC=CC=C1)OC(=O)N[C@@H](C(=O)OCC1=CC=CC=C1)CNC(C1=CC(=CC(=C1)C1(CCCC1)OC)F)=O